6-(2-(benzo[d]oxazol-5-yl)-3-chlorophenyl)-2,3-dihydro-1H-indene-1-carboxylic acid O1C=NC2=C1C=CC(=C2)C2=C(C=CC=C2Cl)C2=CC=C1CCC(C1=C2)C(=O)O